tert-butyl 3-amino-2-(3-bromobenzyl)pyrrolidine-1-carboxylate NC1C(N(CC1)C(=O)OC(C)(C)C)CC1=CC(=CC=C1)Br